FC1=CC=C(CC2=CC3=C(C=4N2C=CN4)C(CN3C(CN3[C@H](CN[C@@H](C3)C)CN3[C@@H](COCC3)C)=O)(C)C)C=C1 1-(5-(4-fluorobenzyl)-9,9-dimethyl-8,9-dihydro-7H-imidazo[1,2-a]pyrrolo[3,2-c]pyridin-7-yl)-2-((2R,5R)-5-methyl-2-(((R)-3-methylmorpholino)methyl)piperazin-1-yl)ethan-1-one